C(=O)(O)C=1C=C(C=C(C1)C(=O)O)P(CC)(CC)=O 3,5-Di-carboxyphenyldiethylphosphin oxid